3-amino-4'-methyl-[1,1'-biphenyl]-4-ol NC=1C=C(C=CC1O)C1=CC=C(C=C1)C